NCC1=NNC(C2=C(C=C(C=C12)C1=C(N(N=C1)C)C1=C(C2=CC=CC=C2C=C1F)C#N)C)=O (P)-2-[4-[4-(aminomethyl)-8-methyl-1-oxo-2H-phthalazin-6-yl]-2-methyl-pyrazol-3-yl]-3-fluoro-naphthalene-1-carbonitrile